CN1C(=NN=C1)CC1(COC1)C=1C=C(C=CC1)N1C(C2=CC(=CC(=C2C1)C(F)(F)F)N1C2CN(CC1CC2)C)=O 2-(3-(3-((4-Methyl-4H-1,2,4-triazol-3-yl)methyl)oxetan-3-yl)phenyl)-6-(3-methyl-3,8-diazabicyclo[3.2.1]octan-8-yl)-4-(trifluoromethyl)isoindolin-1-one